C[C@]12CC[C@H](C1(C)C)C[C@@H]2O (+)-isoborneol